dimethylsilyl-bis(2-methyl-4-phenyl-1-indenyl)zirconium dichloride [Cl-].[Cl-].C[SiH](C)[Zr+2](C1C(=CC2=C(C=CC=C12)C1=CC=CC=C1)C)C1C(=CC2=C(C=CC=C12)C1=CC=CC=C1)C